S(=O)(=O)(C1=CC=C(C)C=C1)N1C=CC2=C1N=C(N=C2N2[C@@H](CCC2)C(=O)N)NC=2N=CN(C2)C2=CC(=C(C(=C2)OC)OC)OC (S)-1-(7-tosyl-2-((1-(3,4,5-trimethoxyphenyl)-1H-imidazol-4-yl)amino)-7H-pyrrolo[2,3-d]pyrimidin-4-yl)pyrrolidine-2-carboxamide